(3S,4S)-1-(4-(4-dodecanoyl-3-(hexylcarbamoyl)piperazine-1-carbonyl)benzoyl)-N3,N4-bis((1S,2R)-2-phenylcyclopropyl)pyrrolidine-3,4-dicarboxamide C(CCCCCCCCCCC)(=O)N1C(CN(CC1)C(=O)C1=CC=C(C(=O)N2C[C@H]([C@@H](C2)C(=O)N[C@@H]2[C@H](C2)C2=CC=CC=C2)C(=O)N[C@@H]2[C@H](C2)C2=CC=CC=C2)C=C1)C(NCCCCCC)=O